N1(N=NC2=C1C=CC=C2)C2=CC=C(C(=O)N([C@H]1CNCCC1)C1=NC=CC3=CC=CC(=C13)C)C=C2 (R)-4-(1H-benzo[d][1,2,3]triazol-1-yl)-N-(8-methylisoquinolin-1-yl)-N-(piperidin-3-yl)benzamide